FC=1C=C(C=CC1)CNC(=O)C=1C(=NC(=CC1C)N1CCOCC1)C(C)C N-[(3-Fluorophenyl)-methyl]-2-isopropyl-4-methyl-6-morpholin-4-yl-pyridine-3-carboxylic acid amide